5-(azetidin-3-yloxy)-2-methyl-N-((1R)-1-(3-(5-(((5-oxopyrrolidin-3-yl)amino)methyl)thiophen-2-yl)phenyl)ethyl)benzamide N1CC(C1)OC=1C=CC(=C(C(=O)N[C@H](C)C2=CC(=CC=C2)C=2SC(=CC2)CNC2CNC(C2)=O)C1)C